(R)-3-(((((9H-fluoren-9-yl) methoxy) carbonyl) amino)-3-(4-chlorobenzyl) piperidin-1-yl)-3-((S)-2,3-dihydro-1H-inden-1-yl)-4-oxobutanoate C1=CC=CC=2C3=CC=CC=C3C(C12)COC(=O)NC1N(CCCC1CC1=CC=C(C=C1)Cl)[C@@](CC(=O)[O-])(C=O)[C@H]1CCC2=CC=CC=C12